ClC=1C=C2C=C(NC2=CC1)C(=O)NC(C(=O)N1CCC(CC1)(C)O)CC1=NC=C(C=C1)Cl 5-chloro-N-(3-(5-chloropyridin-2-yl)-1-(4-hydroxy-4-methylpiperidin-1-yl)-1-oxopropan-2-yl)-1H-indole-2-carboxamide